FC=1C=CC=2C=CC3=CC=C(C=C3C2C1)F 3,6-difluorophenanthrene